NC1=CC=C2CCN(C(C2=C1)=O)CCN1CCCC1 7-amino-2-[2-(pyrrolidin-1-yl)ethyl]-1,2,3,4-tetrahydroisoquinolin-1-one